C(C)(=O)N[C@H](C(=O)N1[C@@H](C[C@H](C1)F)C(=O)NC1=CC=C(C=C1)Br)C(C)(C)C (2S,4R)-1-((S)-2-acetamido-3,3-dimethylbutyryl)-N-(4-bromophenyl)-4-fluoropyrrolidine-2-carboxamide